ClC1=C(C=C(C=C1)F)C1CCN(CC1)C(=O)C1=NNC=2CN(CCC21)C(=O)OC(C)(C)C tert-butyl 3-(4-(2-chloro-5-fluorophenyl)piperidine-1-carbonyl)-1,4,5,7-tetrahydro-6H-pyrazolo[3,4-c]pyridine-6-carboxylate